C1(CC1)N1CCN(CC1)C=1C=C(CN2N=C(C=C2C)C(=O)NC2=CC=C(C=C2)OC(F)(F)F)C=CC1 1-(3-(4-cyclopropylpiperazin-1-yl)benzyl)-5-methyl-N-(4-(trifluoromethoxy)phenyl)-1H-pyrazole-3-carboxamide